(5-Amino-2-morpholino-benzo[d]oxazol-6-yl)methanol NC=1C(=CC2=C(N=C(O2)N2CCOCC2)C1)CO